ethylene glycol di(trifluoromethyl)acrylate FC(F)(F)C(=CC(=O)OCCO)C(F)(F)F